3-[3-[[(3R)-1-ethyl-3-piperidinyl]amino]-5-methyl-1,2,4-triazin-6-yl]bicyclo[4.2.0]oct-1(6),2,4-trien-2-ol C(C)N1C[C@@H](CCC1)NC=1N=NC(=C(N1)C)C1=C(C=2CCC2C=C1)O